N-((5-(3,5-dimethylisoxazol-4-yl)thiophen-2-yl)methylene)-4-methylbenzenesulfonamide CC1=NOC(=C1C1=CC=C(S1)C=NS(=O)(=O)C1=CC=C(C=C1)C)C